ethyl (E)-2-(2-methylhydrazineylidene)acetate CN\N=C\C(=O)OCC